S(=O)(=O)([O-])C1=CC=C(C)C=C1.S(=O)(=O)([O-])C1=CC=C(C)C=C1.C1(=CC=C(C=C1)[Bi+2])C (p-tolyl)bismuth ditosylate